C1(CCCCC1)(C1=CC(=C(C=C1)O)C)C1=CC(=C(C=C1)O)C 4,4'-Cyclohexyliden-bis-(2-Methylphenol)